tert-butyl (3-((4-(tert-butyl)phenyl) carbamoyl)cyclobutyl)carbamate C(C)(C)(C)C1=CC=C(C=C1)NC(=O)C1CC(C1)NC(OC(C)(C)C)=O